C(C)(=O)OC1=C2C(=CNC2=CC=C1)\C=C\[N+](=O)[O-] (E)-3-(2-nitrovinyl)-1H-indol-4-yl acetate